tert-butyl (S)-4-(5-(((S)-1-((2-(4-acetylpiperazin-1-yl)quinolin-6-yl)methyl) pyrrolidin-3-yl)oxy)-1-oxoisoindolin-2-yl)-5-amino-5-oxopentanoate C(C)(=O)N1CCN(CC1)C1=NC2=CC=C(C=C2C=C1)CN1C[C@H](CC1)OC=1C=C2CN(C(C2=CC1)=O)[C@@H](CCC(=O)OC(C)(C)C)C(=O)N